C1(CCCCC1)CN1C[C@@H]2[C@H](C1)CC(C2)NC=2N=NC(=CC2)C=2N(N=CC2C)C (3aR,5s,6aS)-2-(cyclohexylmethyl)-N-[6-(2,4-dimethylpyrazol-3-yl)pyridazin-3-yl]-3,3a,4,5,6,6a-hexahydro-1H-cyclopenta[c]pyrrol-5-amine